ClC=1C(=NC(=NC1)NC1=C(C=C(C=C1)N1CCC(CC1)N1CCN(CC1)C)OC)NC=1C=CC=C2CCCN(C12)C(CC)=O 1-(8-((5-chloro-2-((2-methoxy-4-(4-(4-methylpiperazin-1-yl)piperidin-1-yl)phenyl)amino)pyrimidin-4-yl)amino)-3,4-dihydroquinolin-1(2H)-yl)propan-1-one